FC(OC1=C(C=CC=C1)C1=NN2C(=NC=3C=CC=CC3C2=N1)N[C@H]1C(NCC1)=O)(F)F (3R)-3-({2-[2-(trifluoromethoxy)phenyl][1,2,4]triazolo[1,5-c]quinazolin-5-yl}amino)pyrrolidin-2-one